NC1=NC2=C(C3=CN=CC=C13)C=C(C(=C2)Cl)C(=O)N([C@@H]2COC1=C2C=CC(=C1)C(F)(F)F)CC1CC1 (S)-5-amino-8-chloro-N-(cyclopropylmethyl)-N-(6-(trifluoromethyl)-2,3-dihydrobenzofuran-3-yl)benzo[c][2,6]naphthyridin-9-carboxamide